(R)-methyl((1-((2-(3,5-dichlorophenyl)-6-((2-(4-(2-hydroxypropyl) piperazin-1-yl)pyrimidin-5-yl)oxy)pyridin-4-yl)methyl)piperidin-4-yl)methyl)carbamate COC(NCC1CCN(CC1)CC1=CC(=NC(=C1)OC=1C=NC(=NC1)N1CCN(CC1)C[C@@H](C)O)C1=CC(=CC(=C1)Cl)Cl)=O